1-(2-chloropyridin-4-yl)-3,3-difluoro-cyclobutanecarbonitrile ClC1=NC=CC(=C1)C1(CC(C1)(F)F)C#N